3-amino-4-((2-oxo-2,3-dihydro-1H-benzo[d]-imidazol-5-yl)amino)benzoic acid methyl ester COC(C1=CC(=C(C=C1)NC1=CC2=C(NC(N2)=O)C=C1)N)=O